C1(CC1)NS(=O)(=O)C1=CC(=C(C=C1)N1CC(CCC1)O)[N+](=O)[O-] N-cyclopropyl-3-nitro-4-(3-hydroxypiperidin-1-yl)benzenesulfonamide